Methyl 3-(2-acetyl-6-oxo-2,5-diazaspiro[3.4]octan-7-yl)-2-((S)-2-((((3-chlorobenzyl)oxy)carbonyl)amino)-4-methylpentanamido)propanoate C(C)(=O)N1CC2(C1)NC(C(C2)CC(C(=O)OC)NC([C@H](CC(C)C)NC(=O)OCC2=CC(=CC=C2)Cl)=O)=O